C(#N)C1=CC(=C(OC2=NC(=NC=3CCN(CCC32)C3CCN(CC3)C(=O)OC(C)(C)C)NC3=CC=C(C=C3)C#N)C(=C1)C)C tert-butyl 4-(4-(4-cyano-2,6-dimethylphenoxy)-2-((4-cyanophenyl)amino)-8,9-dihydro-5H-pyrimido[4,5-d]azepine-7(6H)-yl)piperidine-1-carboxylate